tert-butyl (3S)-4-(1-(2,4-dimethylpyridin-3-yl)-6-fluoro-7-(2-fluoro-6-hydroxyphenyl)-2-oxo-1,2-dihydropyrido[2,3-d]pyrimidin-4-yl)-3-methylpiperazine-1-carboxylate CC1=NC=CC(=C1N1C(N=C(C2=C1N=C(C(=C2)F)C2=C(C=CC=C2O)F)N2[C@H](CN(CC2)C(=O)OC(C)(C)C)C)=O)C